pyrimidine-1-carbonitrile N1(CN=CC=C1)C#N